COC(CCS(=O)(=O)NC1=C2CCN(C2=CC=C1)C(=O)OC(C)(C)C)=O tert-butyl 4-((3-methoxy-3-oxopropyl)sulfonamido)indoline-1-carboxylate